CC1=NOC(=C1C1=CC2=C(N(C(=N2)CCC2=CC=C(C=C2)NC(CCCCCCCCCCCNC2=C3C(N(C(C3=CC=C2)=O)C2C(NC(CC2)=O)=O)=O)=O)CCN2CCOCC2)C=C1)C N-(4-(2-(5-(3,5-dimethylisoxazol-4-yl)-1-(2-morpholinoethyl)-1H-benzo[d]imidazol-2-yl)ethyl)phenyl)-12-((2-(2,6-dioxopiperidin-3-yl)-1,3-dioxoisoindolin-4-yl)amino)dodecanamide